2-(acetylamino)-2,4,6-trideoxy-β-D-glucopyranose C(C)(=O)N[C@H]1[C@H](O)O[C@@H](C[C@@H]1O)C